CC(C(=O)C1=CC=C(C=C1)SCCC(=O)O)(C)N1CCOCC1 3-((4-(2-methyl-2-morpholinopropionyl)phenyl)thio)propionic acid